C(C)(C)(C)C1=CC=C(C=C1)N(C(=O)C1NCC(CC1)(F)F)C(C(=O)NC1CCCCC1)C=1C=NC=CC1 N-(4-(tert-butyl)phenyl)-N-(2-(cyclohexylamino)-2-oxo-1-(pyridin-3-yl)ethyl)-5,5-difluoropiperidine-2-carboxamide